C(C1=CC=CC=C1)NC(=O)C=1N=NC(=CC1NCC1CNCCO1)NC1=NC=C(N=C1)C#N N-benzyl-6-(5-cyanopyrazin-2-ylamino)-4-(morpholin-2-ylmethylamino)pyridazine-3-carboxamide